N1=C(C=NC=C1)N1CCNC2=CC=CC=C12 1-(Pyrazin-2-yl)-1,2,3,4-tetrahydroquinoxaline